FC1=C(C=CC=C1)CC(=O)C1C(OC(OC1=O)(C)C)=O 5-[2-(2-fluorophenyl)acetyl]-2,2-dimethyl-1,3-dioxane-4,6-dione